2-(4-methylpent-4-en-2-yl)benzamide CC(CC(C)C1=C(C(=O)N)C=CC=C1)=C